(E)-2-fluoro-6-(((4-methylpiperazin-1-yl)imino)methyl)-4-(1-(4-(pyrrolidine-1-yl)phenyl)-1H-pyrazol-4-yl)phenol FC1=C(C(=CC(=C1)C=1C=NN(C1)C1=CC=C(C=C1)N1CCCC1)/C=N/N1CCN(CC1)C)O